(S)-3-(2-(2-methylazetidin-1-yl)-6,7-dihydro-5H-cyclopenta[d]pyrimidin-4-yl)-N-(1H-pyrazol-4-yl)benzamide C[C@@H]1N(CC1)C=1N=C(C2=C(N1)CCC2)C=2C=C(C(=O)NC=1C=NNC1)C=CC2